ClC=1C=C(C=CC1)C1OCC1 2-(3-chlorophenyl)oxetan